cis-6-benzyloxy-1-[4-(5-bromopentoxy)phenyl]-2-phenyl-tetralin C(C1=CC=CC=C1)OC=1C=C2CC[C@@H]([C@@H](C2=CC1)C1=CC=C(C=C1)OCCCCCBr)C1=CC=CC=C1